C1(CC1)S(=O)(=O)NC1=CC(=NC=C1)C(COC)NC(=O)C=1SC(=CN1)C1=NC(=CN=C1)OCC N-[1-(4-cyclopropanesulfonamidopyridin-2-yl)-2-methoxyethyl]-5-(6-ethoxypyrazin-2-yl)-1,3-thiazole-2-carboxamide